((1s,3s)-3-Hydroxy-3-methylcyclobutyl)(6-((6-isopropyl-1H-pyrrolo[2,3-b]pyridin-1-yl)methyl)-2-azaspiro[3.3]heptan-2-yl)methanon OC1(CC(C1)C(=O)N1CC2(C1)CC(C2)CN2C=CC=1C2=NC(=CC1)C(C)C)C